BrC=1C=NN2C1N=C(C=C2Cl)Cl 3-bromo-5,7-dichloropyrazolo[1,5-a]pyrimidine